1H-pyrrolo[3,2-c]pyridine-1-carboxamide N1(C=CC=2C=NC=CC21)C(=O)N